6-(3-(Azetidin-1-yl)phenyl)-2-(5-fluoropyridin-2-yl)phthalazin-1(2H)-one N1(CCC1)C=1C=C(C=CC1)C=1C=C2C=NN(C(C2=CC1)=O)C1=NC=C(C=C1)F